N1=CC=C(C=C1)/C=C/C1=NC(=NC=C1)C1=NC(=NC=C1)N1CC2=CC=C(C=C2C1)OCC(=O)OC (E)-Methyl 2-((2-(4-(2-(pyridin-4-yl)vinyl)-[2,4'-bipyrimidin]-2'-yl)isoindolin-5-yl)oxy)acetate